BrC=1C(=C2C(N(C3(C2=CC1)CCCCC3)CC3=CC=C(C=C3)OC)=O)C bromo-2'-(4-methoxybenzyl)-4'-methyl-spiro[cyclohexane-1,1'-isoindoline]-3'-one